ClC1=NC=NC(=C1C=O)NC 4-chloro-6-(methylamino)pyrimidine-5-carbaldehyde